COC1=C(C=CC(=C1)OCCCBr)OCCCBr 2-methoxy-1,4-di(3-bromopropoxy)benzene